2-phenylethylacetate C1(=CC=CC=C1)CCOC(C)=O